OC1=C2C(C(=C(OC2=CC=C1)C1=CC=C(C=C1)O)O)=O 5,3,4'-trihydroxyflavone